N1-((3-chloropyridin-2-yl)(2,2-difluorobenzo[d][1,3]dioxol-4-yl)methyl)-N2-(4-methoxy-6-(piperazin-1-yl)-1,3,5-triazin-2-yl)-4-(methylsulfonyl)benzene-1,2-diamine ClC=1C(=NC=CC1)C(NC=1C(=CC(=CC1)S(=O)(=O)C)NC1=NC(=NC(=N1)OC)N1CCNCC1)C1=CC=CC=2OC(OC21)(F)F